(2-morpholino-4-(pyridin-3-yloxy)-5H-pyrrolo[2,3-d]pyrimidin-7(6H)-yl)(phenyl)methanone Neodymium(III) [Nd+3].O1CCN(CC1)C=1N=C(C2=C(N1)N(CC2)C(=O)C2=CC=CC=C2)OC=2C=NC=CC2